(E)-6-(6-(2-(5-Cyclopropyl-3-(3,5-dichloropyridin-4-yl)isoxazol-4-yl)vinyl)-2-azaspiro[3.3]heptan-2-yl)-8-fluoro-4-methoxychinolin C1(CC1)C1=C(C(=NO1)C1=C(C=NC=C1Cl)Cl)/C=C/C1CC2(CN(C2)C=2C=C3C(=CC=NC3=C(C2)F)OC)C1